ClC1=CC=C(C(=N1)C(=O)O)N[C@H](C)C1=CC(=CC=2C=3N(C(=NC12)C1=CC=CC=C1)N=CN3)C 6-chloro-3-{[(1R)-1-{9-methyl-5-phenyl-[1,2,4]triazolo[1,5-c]quinazolin-7-yl}ethyl]amino}pyridine-2-carboxylic acid